3-(1-(6-(2-((5-chloro-1-methyl-1H-pyrazol-4-yl)amino)pyrimidin-4-yl)pyridin-2-yl)-1H-imidazol-4-yl)-3-hydroxy-1-methylpyrrolidin-2-one ClC1=C(C=NN1C)NC1=NC=CC(=N1)C1=CC=CC(=N1)N1C=NC(=C1)C1(C(N(CC1)C)=O)O